C(C=C)(=O)N1C[C@@](CC1)(C1=C(C(=CC=C1F)Cl)Cl)NC=1C=CC=2N=CN(C(C2N1)=O)C (R)-6-((1-Acryloyl-3-(2,3-dichloro-6-fluorophenyl)pyrrolidin-3-yl)amino)-3-methylpyrido[3,2-d]pyrimidin-4(3H)-one